[1-(3-acetamido-D-alanyl)azetidin-3-yl]oxy-4,4-dihydroxy-5-oxa-4-boranuidabicyclo(4.4.0)deca-1(6),7,9-triene-7-carboxylic acid C(C)(=O)NC[C@@H](N)C(=O)N1CC(C1)OC1C=2C=CC=C(C2O[B-](C1)(O)O)C(=O)O